3-(6-acetoxy-4-methylpyridin-3-yl)azetidine-1-carboxylic acid tert-butyl ester C(C)(C)(C)OC(=O)N1CC(C1)C=1C=NC(=CC1C)OC(C)=O